N-tert-butyloxycarbonyl-L-homoserine ethyl ester C(C)OC([C@@H](NC(=O)OC(C)(C)C)CCO)=O